C1(CC1)C([C@@H](C=1OC2=C(N1)C=C(C=C2)CN2C(N[C@@H](C2)C(F)(F)F)=O)NC(=O)C2=NOC=C2C)C2CC2 N-((S)-2,2-dicyclopropyl-1-(5-(((S)-2-oxo-4-(trifluoromethyl)imidazolidin-1-yl)methyl)benzo[d]oxazol-2-yl)ethyl)-4-methyl-isoxazole-3-carboxamide